3,7-dimethyl-6-octenyl 3-methyl-2-oxopentadecanoate CC(C(C(=O)OCCC(CCC=C(C)C)C)=O)CCCCCCCCCCCC